potassium borohydride sodium cyanoborohydride C(#N)[BH3-].[Na+].[BH4-].[K+]